(aminomethyl)piperidine-1-sulfonamide NCC1N(CCCC1)S(=O)(=O)N